FC=1C=C(CC2=CC(=NC=C2)N2N=C(C=C2C(=O)OC)CO)C=C(C1)C(F)(F)F methyl 1-(4-(3-fluoro-5-(trifluoromethyl)benzyl)pyridin-2-yl)-3-(hydroxymethyl)-1H-pyrazole-5-carboxylate